4-cyano-1,2-phenylenediamine C(#N)C1=CC(=C(C=C1)N)N